4-[(5-Ethyl-1-methyl-4-oxo-pyrrolo[3,2-c]pyridin-3-yl)amino]-6-[(5-fluoro-2-pyridyl)amino]-N-(methyl-d3)pyridine-3-carboxamide C(C)N1C(C2=C(C=C1)N(C=C2NC2=C(C=NC(=C2)NC2=NC=C(C=C2)F)C(=O)NC([2H])([2H])[2H])C)=O